ClC=1SC2=C(N1)N(C(=C2)CO)C (2-chloro-4-methyl-4H-pyrrolo[2,3-d]thiazol-5-yl)methanol